tert-butyl (2S)-2-[4-chloro-2-(4-butoxy-4,5-dihydroisoxazol-3-yl)phenoxy]-3-methylbutanoate ClC1=CC(=C(O[C@H](C(=O)OC(C)(C)C)C(C)C)C=C1)C1=NOCC1OCCCC